(1R,2S,3S,6R,7S)-4-[(2S)-3,3-dimethyl-2-(2,2,2-trifluoroacetamido)butanoyl]-4-azatricyclo[5.2.1.0^{2,6}]dec-8-ene-3-carboxylic acid CC([C@@H](C(=O)N1[C@@H]([C@H]2[C@H]3C=C[C@@H]([C@H]2C1)C3)C(=O)O)NC(C(F)(F)F)=O)(C)C